OC1OC(C=2C=C(C(=C(C2C1)C=O)OC)OCC=1SC(=CC1)C)=O 3-Hydroxy-6-methoxy-7-((5-methylthiophen-2-yl)methoxy)-1-oxoisochromane-5-carbaldehyde